C1(=CC=CC=C1)C1=CN=C(O1)C1NCCCC1 5-phenyl-2-(piperidin-2-yl)oxazole